(+/-)-N5-(3-methoxypropyl)-N7-methyl-3-phenyl-2,3-dihydrobenzofuran-5,7-dicarboxamide COCCCNC(=O)C=1C=C(C2=C([C@H](CO2)C2=CC=CC=C2)C1)C(=O)NC |r|